Tert-butyl 2-cyclopropyl-2-methyl-3-oxo-propionate C1(CC1)C(C(=O)OC(C)(C)C)(C=O)C